O1C(CCCC1)N1N=CC=C1C1=CC=CC(=N1)C=1NC(=CN1)C1=CC=C(C=C1)NC(=O)[C@@H]1CN(CCC1)C(=O)OC(C)(C)C tert-butyl (3S)-3-((4-(2-(6-(1-(tetrahydro-2H-pyran-2-yl)-1H-pyrazol-5-yl)pyridin-2-yl)-1H-imidazol-5-yl)phenyl)carbamoyl)piperidine-1-carboxylate